C(=C)C1=[N+](C=2C=CC3=C(C2C1(C)C)C=CC=C3)C vinyl-1,1,3-trimethyl-1H-benzo[e]Indol-3-ium